4-ethylpyrido[2,3-b]pyrazine-3,6(4H,5H)-dione C(C)N1C2=C(N=CC1=O)C=CC(N2)=O